COC=1C(=NC(=CN1)C1COC1)N 3-methoxy-6-(oxetan-3-yl)pyrazin-2-amine